N-Ethoxy-2,2-dimethylpropanamide C(C)ONC(C(C)(C)C)=O